[O-2].[Fe+2].[Sn+4].[O-2].[O-2] Tin iron oxide